(3-(2-chlorophenyl)-1,4-dioxaspiro[4.4]non-2-yl) ethylaminosulfonate C(C)NS(=O)(=O)OC1OC2(OC1C1=C(C=CC=C1)Cl)CCCC2